tert-Butyl (2R,4S)-4-({2-cyano-6-[(1S)-1-[(2S,4S)-4-fluoro-1-methylpyrrolidin-2-yl]eth-oxy]pyrimidin-4-yl}oxy)-2-(cyanomethyl)piperidine-1-carboxylate C(#N)C1=NC(=CC(=N1)O[C@@H]1C[C@H](N(CC1)C(=O)OC(C)(C)C)CC#N)O[C@@H](C)[C@H]1N(C[C@H](C1)F)C